C(C)(C)ON=O isopropylnitrite